C(C)(C)(C)OC(=O)N1[C@@H](CCC1)C#CC1=NN(C2=C1C=NC(=C2)Cl)[C@@H](C)CCO[Si](C)(C)C(C)(C)C (S)-2-((1-((S)-4-((tert-butyldimethylsilyl)oxy)butan-2-yl)-6-Chloro-1H-pyrazolo[4,3-c]pyridin-3-yl)ethynyl)pyrrolidine-1-carboxylic acid tert-butyl ester